O=C1C(O)=C([O-])[C@H](O1)[C@@H](O)CO.[Sr+2].O=C1C(O)=C([O-])[C@H](O1)[C@@H](O)CO Strontium ascorbat